ClCCCOC1=CC=C(C=C1)C=1NC2=CC(=CC=C2C(C1O)=O)F 2-(4-(3-chloropropyloxy)phenyl)-3-hydroxy-7-fluoroquinolin-4(1H)-one